Cl.C(C)C=1C=C2CC(CC2=CC1CC)N 5,6-diethyl-2,3-dihydro-1H-inden-2-amine hydrochloride